5-bromo-1,3-dihydro-2-benzofuran-1-one BrC1=CC2=C(C(OC2)=O)C=C1